C1(CCCCC1)OC(=O)NC=1C=C(C=NC1C)C1=CC2=C(N=C(S2)NCCCCCCCCCCCC(=O)OC(C)(C)C)C=C1 tert-butyl 12-((6-(5-(((cyclohexyloxy)carbonyl)amino)-6-methylpyridin-3-yl)benzo[d]thiazol-2-yl)amino)dodecanoate